N1(CCC1)C(CN1N=CC2=NC=C(C=C21)C2=CC(=C(C=C2)Cl)OC(F)F)=O 1-(Azetidin-1-yl)-2-[6-[4-chloro-3-(difluoromethoxy)phenyl]pyrazolo[4,3-b]pyridin-1-yl]ethanone